trifluoromethanesulfonic acid 8-(9-phenyl-9H-carbazol-3-yl)-dibenzofuran-1-yl ester C1(=CC=CC=C1)N1C2=CC=CC=C2C=2C=C(C=CC12)C=1C=CC2=C(C3=C(O2)C=CC=C3OS(=O)(=O)C(F)(F)F)C1